6-(7-chloro-3-(2,6-dichloro-3,5-dimethoxyphenyl)-2,6-naphthyridin-1-yl)-2-oxa-6-azaspiro[3.3]heptane ClC1=NC=C2C=C(N=C(C2=C1)N1CC2(COC2)C1)C1=C(C(=CC(=C1Cl)OC)OC)Cl